C1(C=CC=C1)C1(CCC1)C1C=2C=CC=CC2C=2C1=NC=CC2 9-[(2,4-cyclopentadienyl)-1-cyclobutyl]-indeno[2,1-b]pyridine